((2R,3S,4R,5S)-5-(4-aminopyrrolo[2,1-f][1,2,4]triazin-7-yl)-2-cyano-3,4-dihydroxytetrahydrofuran-2-yl)methyl 4,4-dimethylpentanoate CC(CCC(=O)OC[C@]1(O[C@H]([C@@H]([C@@H]1O)O)C1=CC=C2C(=NC=NN21)N)C#N)(C)C